6-((2,6-Dimethylpyrimidin-4-yl)amino)-N-ethoxy-4-((5-fluoro-2-methoxy-3-(5-methylpyrimidine-2-yl)phenyl)amino)nicotinamide CC1=NC(=CC(=N1)NC1=NC=C(C(=O)NOCC)C(=C1)NC1=C(C(=CC(=C1)F)C1=NC=C(C=N1)C)OC)C